[Li].C[Si](N[Si](C)(C)C)(C)C hexamethyldisilazane, lithium salt